CC1N(CCC(C1)C(=O)OC1(C(CCCCC1)N1N=CN=C1)C1=CC=C(C=C1)Cl)C=1C=CC=2C(N(C(C3=CC=CC1C23)=O)O)=O 1-(4-chlorophenyl)-2-(1H-1,2,4-triazol-1-yl)cycloheptanol methyl-1-(2-hydroxy-1,3-dioxo-benzo[de]isoquinolin-6-yl)piperidine-4-carboxylate